FC1(OC2=C(O1)C=CC(=C2)\C=C/2\C(NC(=N2)N(C2=CC=CC=C2)C)=O)F (Z)-5-((2,2-difluorobenzo[d][1,3]dioxol-5-yl)methylene)-2-(methyl-(phenyl)amino)-3,5-dihydro-4H-imidazol-4-one